ClC1=CC=CC=2N1N=C(C2)[C@H]2N(CCC1=C2N=CN1)C=1OC(=NN1)C1=NC=CC=C1C (S)-2-(4-(7-chloropyrazolo[1,5-a]pyridin-2-yl)-1,4,6,7-tetrahydro-5H-imidazo[4,5-c]pyridin-5-yl)-5-(3-methylpyridin-2-yl)-1,3,4-oxadiazole